(1s,2R,3R,4R)-1-((2R)-2-((4R,5R)-2-(2,6-dimethoxyphenyl)-5-hydroxy-1,3-dioxan-4-yl)-2-hydroxyethyl)-3,4-dihydroxy-2-(hydroxymethyl)pyrrolidin-1-ium COC1=C(C(=CC=C1)OC)C1OC[C@H]([C@H](O1)[C@@H](C[NH+]1[C@@H]([C@H]([C@@H](C1)O)O)CO)O)O